ClC1=CC=C(C=C1)C1=C(CCC(C1)(C)C)CN1CC2C(C1)CN(C2)C(=O)C=2C=C1CN(C(C1=C(C2)F)=O)C2C(NC(CC2)=O)=O 3-(5-(5-((4'-chloro-5,5-dimethyl-3,4,5,6-tetrahydro-[1,1'-biphenyl]-2-yl)methyl)octahydropyrrolo[3,4-c]pyrrole-2-carbonyl)-7-fluoro-1-oxoisoindolin-2-yl)piperidine-2,6-dione